1-((1-isopropyl-1H-imidazole-5-yl)methyl)-1H-benzo[d]imidazole-6-carboxylate C(C)(C)N1C=NC=C1CN1C=NC2=C1C=C(C=C2)C(=O)[O-]